(2R)-2-fluoro-2-[[(2S,5R)-2-(hydroxymethyl-carbamoyl)-3-methyl-7-oxo-1,6-diazabicyclo[3.2.1]oct-3-en-6-yl]oxy]acetic acid ethyl ester C(C)OC([C@H](ON1[C@@H]2C=C([C@H](N(C1=O)C2)C(NCO)=O)C)F)=O